4-[(2-aminophenyl)carbamoyl]phenyl hex-5-ynoate C(CCCC#C)(=O)OC1=CC=C(C=C1)C(NC1=C(C=CC=C1)N)=O